C1(CC1)C1=NNC2=C(C=CC=C12)N1CCN(CC1)C(=O)OC(C)(C)C tert-butyl 4-(3-cyclopropyl-1H-indazol-7-yl)piperazine-1-carboxylate